7-(4-amino-4-methylpiperidin-1-yl)-3-(2-chlorobenzyl)-3H-[1,2,3]triazolo[4,5-d]pyrimidin-5-amine NC1(CCN(CC1)C=1C2=C(N=C(N1)N)N(N=N2)CC2=C(C=CC=C2)Cl)C